2-(2-Aminopyrimidin-5-ylmethylene)-6-hydroxybenzofuran-3(2H)-one NC1=NC=C(C=N1)C=C1OC2=C(C1=O)C=CC(=C2)O